C[C@H]1CCC(N1C1=CC=C(C=C1)[N+](=O)[O-])=O (S)-5-methyl-1-(4-nitrophenyl)pyrrolidin-2-one